Tert-butyl (R)-3-((N-(5-(1-((1-ethyl-1H-1,2,3-triazol-4-yl)methoxy)-3-methoxy-2,2-dimethyl-3-oxopropyl)-2-methylbenzyl)phenylsulfonamido)methyl)benzoate C(C)N1N=NC(=C1)CO[C@@H](C(C(=O)OC)(C)C)C=1C=CC(=C(CN(S(=O)(=O)C2=CC=CC=C2)CC=2C=C(C(=O)OC(C)(C)C)C=CC2)C1)C